[Na].C(C=CC=CC=CC=CC=CCCCCCCCCC)(=O)N[C@@H](CCCCN)C(=O)O N-eicosapentaenoyl-lysine sodium